COC=1C(=C2C(=NC1)NC=C2)C=2C=C(C=NC2)C2=CC=C(C=C2)N2C(CCC2)=O 1-(4-(5-(5-methoxy-1H-pyrrolo[2,3-b]pyridin-4-yl)pyridin-3-yl)phenyl)pyrrolidin-2-one